BrC=1C=C2CC(C(NC2=NC1)=O)CCNC(OC(C)(C)C)=O Tert-butyl (2-(6-bromo-2-oxo-1,2,3,4-tetrahydro-1,8-naphthyridin-3-yl)ethyl)carbamate